Ethyl 4-((2-fluoro-5-bromophenyl) amino)-7-fluoro-1H-indole-2-carboxylate FC1=C(C=C(C=C1)Br)NC1=C2C=C(NC2=C(C=C1)F)C(=O)OCC